[N+](=O)([O-])C=1C=C2C=CN(C2=CC1)C(=O)OC(C)(C)C tert-Butyl 5-nitro-1H-indole-1-carboxylate